n-propyllithium [Li+].CC[CH2-]